N(=[N+]=[N-])CCCCC(C(=O)NCCO[Si](C)(C)C(C)(C)C)NC(OCC1C2=CC=CC=C2C=2C=CC=CC12)=O (9H-fluoren-9-yl)methyl (6-azido-1-((2-((tert-butyldimethylsilyl)oxy) ethyl)amino)-1-oxohexan-2-yl)carbamate